C(C)(C)(C)OC(=O)N(NC(C1=C(C=C(C=C1)/C(=C/C(C(F)(F)F)C1=CC(=C(C(=C1)Cl)Cl)Cl)/F)C(F)(F)F)=O)C (Z)-1-methyl-2-(4-(1,4,4,4-tetrafluoro-3-(3,4,5-trichlorophenyl)but-1-en-1-yl)-2-(trifluoromethyl)benzoyl)hydrazine-1-carboxylic acid tert-butyl ester